3,4,6-tris(2-methoxycarbazol-9-yl)-2-(pyridin-4-yl)benzene-1-carbonitrile COC1=CC=2N(C3=CC=CC=C3C2C=C1)C=1C(=C(C(=CC1N1C2=CC=CC=C2C=2C=CC(=CC12)OC)N1C2=CC=CC=C2C=2C=CC(=CC12)OC)C#N)C1=CC=NC=C1